C(C1=CC=CC=C1)N(CC1=CC=CC=C1)C[C@H]1OCC1 (S)-N,N-dibenzyl-1-(oxetan-2-yl)methylamine